N-(4-Chloro-2-methyl-3-(trifluoromethyl)phenyl)pivalamide tert-Butyl-2-(4-(4-amino-7-(1-(2-hydroxyethyl)-1H-pyrazol-4-yl)pyrrolo[2,1-F][1,2,4]triazin-5-yl)-2-methoxyphenyl)acetate C(C)(C)(C)OC(CC1=C(C=C(C=C1)C=1C=C(N2N=CN=C(C21)N)C=2C=NN(C2)CCO)OC)=O.ClC2=C(C(=C(C=C2)NC(C(C)(C)C)=O)C)C(F)(F)F